S(=O)(=O)(ON1C(N2CC3=C(C1C2)SC2=C3C=CC=C2)=O)[O-].[Na+] Sodium (2,5-methano-3-oxo-1,5-dihydrobenzothiopheno[2,3-e][1,3]diazepin-4-yl) sulfate